Cl.NCC#N aminoacetonitrile HCl